COC1=CC=C(C(=O)[Ge](CC)(CC)C(C2=CC=C(C=C2)OC)=O)C=C1 bis-(4-methoxybenzoyl)diethyl-germane